N-(benzo[d][1,3]dioxol-5-yl)-4-chloro-5-(trifluoromethyl)pyrimidin-2-amine O1COC2=C1C=CC(=C2)NC2=NC=C(C(=N2)Cl)C(F)(F)F